FC1=CC=C(C=C1)N(C(=O)C1(CC1)C(=O)N)C1=NC(=NC=C1)NC=1C=C2N=CC=NC2=CC1 N-(4-fluorophenyl)-N-(2-(quinoxalin-6-ylamino)pyrimidin-4-yl)cyclopropane-1,1-dicarboxamide